Decane-1-one dihydrochloride Cl.Cl.C(CCCCCCCCC)=O